1-hydroxy-7,8-dimethoxy-4,5-dihydro-1H-benzazepine ON1C=CCCC2=C1C=C(C(=C2)OC)OC